The molecule is a (10E,12Z,15Z)-9-hydroperoxyoctadeca-10,12,15-trienoate that has R configuration at the chiral centre. It is a conjugate base of a (9R,10E,12Z,15Z)-9-hydroperoxyoctadeca-10,12,15-trienoic acid. It is an enantiomer of a (9S,10E,12Z,15Z)-9-hydroperoxyoctadeca-10,12,15-trienoate. CC/C=C\\C/C=C\\C=C\\[C@@H](CCCCCCCC(=O)[O-])OO